8-methyl-2-((oxepan-4-ylthio)methyl)quinazolin-4(3H)-one CC=1C=CC=C2C(NC(=NC12)CSC1CCOCCC1)=O